CC1=CC(=NC(=N1)N1CCN(CC1)S(=O)(=O)C=1N=NC(=CC1)NC(C1=C(C=CC=C1)N(S(=O)(=O)C)C)=O)N1C[C@@H](CC1)NC(OC(C)(C)C)=O tert-butyl (R)-(1-(6-methyl-2-(4-((6-(2-(N-methylmethylsulfonamido)benzamido)pyridazin-3-yl)sulfonyl)piperazin-1-yl)pyrimidin-4-yl)pyrrolidin-3-yl)carbamate